CC1(C(C(CCC1C)C)CCC(CCC)O)C 1-(2,2,3,6-tetramethyl-cyclohexyl)-3-hexanol